N1C[C@H](OCC1)CNC(=O)C1CNCC12CC2 N-[[(2S)-morpholin-2-yl]methyl]-5-azaspiro[2.4]heptan-7-carboxamid